N-(azetidin-3-ylmethyl)pyridin-2-amine hydrochloride Cl.N1CC(C1)CNC1=NC=CC=C1